FC1=C(C(=CC=C1)F)N1N=CC=2C1=NC(=NC2NC=2N=CN(C2)C2=CC(=C(C(=C2)OC)OC)OC)C(C)C 1-(2,6-difluorophenyl)-6-isopropyl-N-(1-(3,4,5-trimethoxyphenyl)-1H-imidazol-4-yl)-1H-pyrazolo[3,4-d]pyrimidin-4-amine